N1(N=NC=C1)C1=CC=C(C=C1)C1=CN=C2N1N=C(C=C2)N2C[C@@H](O[C@@H](C2)C)C (2S,6R)-4-(3-(4-(1H-1,2,3-triazol-1-yl)phenyl)imidazo[1,2-b]pyridazin-6-yl)-2,6-dimethylmorpholine